BrC1=C(C=C2C(=NN(C(C2=C1)=O)CC(=O)NC1=NC=NC=C1F)C(C)C)F 2-(7-bromo-6-fluoro-1-oxo-4-propan-2-ylphthalazin-2-yl)-N-(5-fluoropyrimidin-4-yl)acetamide